Cl.COC(NC1=CC=C(C=C1)C1=NC(=C2C(=N1)N(N=C2)C2CCN(CC2)CC=2C=NC=CC2)N2CCOCC2)=O N-[4-[4-(4-Morpholinyl)-1-[1-(3-pyridinylmethyl)-4-piperidinyl]-1H-pyrazolo[3,4-d]pyrimidin-6-yl]phenyl]-carbamic acid methyl ester hydrochloride